4-chloro-6-(2,6-difluorophenyl)-5-(3,5-dimethoxyphenyl)-2-ethyl-3(2H)-pyridazinone ClC=1C(N(N=C(C1C1=CC(=CC(=C1)OC)OC)C1=C(C=CC=C1F)F)CC)=O